(S)-2-(cyanomethyl)piperazine-1-carboxylic acid benzyl ester C(C1=CC=CC=C1)OC(=O)N1[C@H](CNCC1)CC#N